5-phenyl-1-(tetrahydro-2H-pyran-2-yl)pyrazin-2(1H)-one C1(=CC=CC=C1)C=1N=CC(N(C1)C1OCCCC1)=O